2-(4-((2-methoxyethoxy)methoxy)-1H-indol-3-yl)-N,N-dimethylethan-1-amine COCCOCOC1=C2C(=CNC2=CC=C1)CCN(C)C